F[C@@H]1CN(CC[C@H]1N1N=CC(=C1)[N+](=O)[O-])CCC |r| (±)-(Trans)-3-fluoro-4-(4-nitro-1H-pyrazol-1-yl)-1-propylpiperidine